(2-oxo-4-trifluoromethyl-2H-1-benzopyran-7-yl)-4-bromobenzoate O=C1OC2=C(C(=C1)C(F)(F)F)C=CC(=C2)OC(C2=CC=C(C=C2)Br)=O